N-((1S,3r)-3-(4-(2-fluorophenyl)-5-(6-methylpyridin-2-yl)-4H-1,2,4-triazol-3-yl)cyclobutyl)-1,5-naphthyridine-4-carboxamide FC1=C(C=CC=C1)N1C(=NN=C1C1=NC(=CC=C1)C)C1CC(C1)NC(=O)C1=CC=NC2=CC=CN=C12